C(O)(O)=O.C(C)OC=COCC 1,2-bis(ethoxy) ethylene carbonate